5-(4-fluoro-2-methylphenyl)-1,2-dimethyl-4-oxopyridine-3-carboxamide FC1=CC(=C(C=C1)C=1C(C(=C(N(C1)C)C)C(=O)N)=O)C